CC(C)CCC[C@@H](C)[C@H]1CC[C@H]2[C@@H]3CC=C4C[C@H](CC[C@]4(C)[C@H]3CC[C@]12C)S(=O)(=O)O (3β)-cholest-5-en-3-sulfonic acid